ClC=1C(=C(C=CC1F)[C@H]1[C@@H](O[C@@](C1)(C(F)(F)F)C)C(=O)NC1=CC(=NC=C1)C(=O)N)OC |o1:8,9,11| rel-(2R,3S,SR)-4-[[3-(3-chloro-4-fluoro-2-methoxy-phenyl)-5-methyl-5-(trifluoromethyl)tetrahydrofuran-2-carbonyl]amino]pyridine-2-carboxamide